N1=CC=CC2=CC(=CC=C12)C=1C=CN2N=C(N=CC21)N[C@@H]2C[C@@H](C2)N cis-N1-(5-(quinolin-6-yl)pyrrolo[2,1-f][1,2,4]triazin-2-yl)cyclobutane-1,3-diamine